N-(2-carbamoyl-4-chloro-6-methyl-phenyl)-2-(1,2-dimethylprop-1-enyl)-5-(trifluoromethyl)pyrazole-3-carboxamide C(N)(=O)C1=C(C(=CC(=C1)Cl)C)NC(=O)C=1N(N=C(C1)C(F)(F)F)C(=C(C)C)C